ethyl(tert-butyloxycarbonyl)-L-valine C(C)N([C@@H](C(C)C)C(=O)O)C(=O)OC(C)(C)C